CN1C(=NC2=C1C=CC(=C2)C)C=O 1,5-DIMETHYL-2-BENZIMIDAZOLECARBOXALDEHYDE